C(C)SC1=NN2C(N=CC=C2C)=C1C1=NC2=C(C=NC(=C2)C(F)(F)F)N1C 2-(2-(ethylthio)-7-methylpyrazolo[1,5-a]pyrimidin-3-yl)-3-methyl-6-(trifluoromethyl)-3H-imidazo[4,5-c]pyridine